C(C1=CC=CC=C1)O[C@@H](C(=O)N[C@@H](C(C(=O)NCC1=NC=C(C=C1)Cl)=O)CC1=CC=C(C=C1)F)C (R)-3-((R)-2-(benzyloxy)propanamido)-N-((5-chloropyridin-2-yl)methyl)-4-(4-fluorophenyl)-2-oxobutanamide